C(C)S(=O)(=O)C=1C=C(C=NC1C=1C=C2C=CC(N(C2=CN1)CC(C(F)(F)F)(F)F)=O)C1(CC1)C#N 1-[5-ethylsulfonyl-6-[2-oxo-1-(2,2,3,3,3-pentafluoropropyl)-1,7-naphthyridin-6-yl]-3-pyridyl]cyclopropanecarbonitrile